CN(C1CCN(CC1)C1=C(C=C(C=C1)NC=1N=C(C2=C(N1)SC=C2C)NC2=CC(=CC=C2)F)OC)C N2-(4-(4-(dimethylamino)piperidin-1-yl)-3-methoxyphenyl)-N4-(3-fluorophenyl)-5-methylthieno[2,3-d]pyrimidine-2,4-diamine